ClC=1C=C(C=CC1)C(C(=O)N1CC2=C(CCC1)N=C(NC2=O)C2(CC2)C2=CC(=CC=C2)Cl)(F)F 6-(2-(3-chlorophenyl)-2,2-difluoroacetyl)-2-(1-(3-chlorophenyl)cyclopropyl)-3,5,6,7,8,9-hexahydro-4H-pyrimido[5,4-c]azepin-4-one